ClC1=CC(=C(COC=2C=C(C=CC2)C=2CCN(CC2)CC2=NC=CN2C[C@H]2OCC2)C=C1)F (S)-2-((4-(3-((4-chloro-2-fluorobenzyl)oxy)phenyl)-3,6-dihydropyridin-1(2H)-yl)methyl)-3-(oxetan-2-ylmethyl)-3H-imidazole